N2-butyl-N2-methyl-7-((5-methyl-6-(piperazin-1-yl)pyridin-3-yl)methyl)imidazo[2,1-f][1,2,4]triazine-2,4-diamine C(CCC)N(C1=NN2C(C(=N1)N)=NC=C2CC=2C=NC(=C(C2)C)N2CCNCC2)C